tert-Butyl (4S)-4-[3-[3-[[2-chloro-6-[3-(4,4,4-trifluoro-3,3-dimethyl-butoxy)pyrazol-1-yl]pyridine-3-carbonyl]sulfamoyl]pyrazol-1-yl]propyl]-2,2-dimethyl-pyrrolidine-1-carboxylate ClC1=NC(=CC=C1C(=O)NS(=O)(=O)C1=NN(C=C1)CCC[C@H]1CC(N(C1)C(=O)OC(C)(C)C)(C)C)N1N=C(C=C1)OCCC(C(F)(F)F)(C)C